cyclopropyl-N-[2-(1,4-dioxan-2-yl)-7-methoxy-imidazo[1,2-a]pyridin-6-yl]-2-oxo-pyridine-3-carboxamide C1(CC1)C1=C(C(NC=C1)=O)C(=O)NC=1C(=CC=2N(C1)C=C(N2)C2OCCOC2)OC